O[C@@H]1C[C@H](N(C1)C([C@H](C(C)(C)C)N1N=NC(=C1)C1=CC=C(C=C1)OC)=O)C(=O)NC (2S,4R)-4-hydroxy-1-[(2S)-2-[4-(4-methoxyphenyl)triazol-1-yl]-3,3-dimethyl-butanoyl]-N-methyl-pyrrolidine-2-carboxamide